C(C)(C)(C)OC(=O)N1CCC(CC1)(C1=C(C=CC=C1F)F)N 4-amino-4-(2,6-difluorophenyl)piperidine-1-carboxylic acid tert-butyl ester